C(C=C)C1=C(OP2(=NP(=NP(=N2)(OC2=CC=CC=C2)OC2=C(C=CC=C2)CC=C)(OC2=CC=CC=C2)OC2=C(C=CC=C2)CC=C)OC2=CC=CC=C2)C=CC=C1 tris(o-allylphenoxy)-tris(phenoxy)cyclotriphosphazene